NN1CCC(CC1)CCN1CCN(CC1)C1=C(C=C(C=C1)N[C@H]1C(NC(CC1)=O)=O)F (R)-3-((4-(4-(2-(1-aminopiperidin-4-yl)ethyl)piperazin-1-yl)-3-fluorophenyl)amino)piperidine-2,6-dione